1-piperazinepropanenitrile N1(CCNCC1)CCC#N